β-methoxytryptamine COC(CN)C1=CNC2=CC=CC=C12